1-(1H-benzo[d]imidazol-2-yl)-3-(2-(tert-butyl)phenyl)urea N1C(=NC2=C1C=CC=C2)NC(=O)NC2=C(C=CC=C2)C(C)(C)C